N-(4-{[2-(4-fluorophenoxy)ethyl]amino}-3-hydroxybicyclo[2.2.2]octan-1-yl)acetamide FC1=CC=C(OCCNC23C(CC(CC2)(CC3)NC(C)=O)O)C=C1